COC1=NSC(=N1)NC(=O)N1CC2(C1)C[C@H](CC2)N(C=2C1=C(N=CN2)NC=C1)C (S)-N-(3-methoxy-1,2,4-thiadiazol-5-yl)-6-(methyl-(7H-pyrrolo[2,3-d]pyrimidin-4-yl)amino)-2-azaspiro[3.4]octane-2-carboxamide